COC(=O)C1CCN(CC1)C1=NC=C(C=C1)C(NC=1SC(=C(N1)C1=CC=C(C=C1)F)C#N)=O 1-(5-((5-cyano-4-(4-fluorophenyl)thiazol-2-yl)carbamoyl)pyridin-2-yl)piperidine-4-carboxylic acid methyl ester